C(C)(C)(C)OC(=O)N1[C@@H](C[C@H](C1)O)C(N[C@@H](C)C1=CC=C(C=C1)C1=C(N=CS1)C)=O (2S,4R)-4-hydroxy-2-[[(1S)-1-[4-(4-methylthiazol-5-yl)phenyl]ethyl]-carbamoyl]pyrrolidine-1-carboxylic acid tert-butyl ester